FC(C(O)C1CC2=C(C=3NC4=C(C=C(C=C4C13)F)F)C=CC(=C2)F)(F)F 2,2,2-trifluoro-1-{3,8,10-trifluoro-5H,6H,11H-benzo[a]carbazol-6-yl}ethanol